C(CCCCCCCCCCCCCCC)(=O)OCC(CCCC)CC 2-ethyl-hexyl palmitate